N1=CC=C2C1=CN(C=C2)C(=O)[O-] pyrrolo[2,3-c]pyridine-6-carboxylate